O=C1N(CCN1)CCNC(C=C)=O N-[2-(2-oxo-1-imidazolidinyl)ethyl]-acrylamide